COC1=C(C=C(C=C1)C1(CC1)OC)S(=O)(=O)NC(=O)C1=NC2=CC=CC(=C2C=C1)N1N=CC=C1 N-((2-methoxy-5-(1-methoxycyclopropyl)phenyl)sulfonyl)-5-(1H-pyrazol-1-yl)quinoline-2-carboxamide